C(C1=CC=CC=C1)(C1=CC=CC=C1)(C1=CC=CC=C1)OC1CC2N3C(OCC1O2)=NC(C=C3)=O 8-(trityloxy)-7,8,9,10-tetrahydro-2H,6H-6,9-epoxypyrimido[2,1-b][1,3]oxazocin-2-one